NC=1C=NC=C(C1)C(=O)OC 3-amino-5-(methoxycarbonyl)pyridine